hydroxy-2-methyl-3-(4-(trifluoromethoxy)benzyl)-4(1H)quinolinone ON1C(=C(C(C2=CC=CC=C12)=O)CC1=CC=C(C=C1)OC(F)(F)F)C